O-(azetidin-3-yl)-serine N1CC(C1)OC[C@H](N)C(=O)O